C(C)(C)(C)OC(NCCC1CNC(O1)=O)=O N-[2-(2-oxooxazolidin-5-yl)ethyl]carbamic acid tert-butyl ester